C(#N)C1=CC(=CC=2N=C(OC21)C=2C(=C(C=CC2)C2=C(C(=CC=C2)/C=C/C2=CC(=C(CN1[C@@H](CCC1)C(=O)O)C=C2C(F)(F)F)OC)C)C)CN2C[C@@H](CC2)O (4-((E)-2-(3'-(7-cyano-5-(((R)-3-hydroxypyrrolidin-1-yl)methyl)benzo[d]oxazol-2-yl)-2,2'-dimethyl-[1,1'-biphenyl]-3-yl)vinyl)-2-methoxy-5-(trifluoromethyl)benzyl)-L-proline